titanium ethanol C(C)O.[Ti]